7-((R)-3-Methoxy-pyrrolidin-1-yl)-2-phenyl-imidazo[1,2-a]pyridine CO[C@H]1CN(CC1)C1=CC=2N(C=C1)C=C(N2)C2=CC=CC=C2